Cl.Cl.NCC=1C(=NC=CC1)C(=O)N(C)C1=CC=C(C=C1)F (aminomethyl)-N-(4-fluorophenyl)-N-methylpyridineamide dihydrochloride